CS(=O)(=O)[O-].C(C)[NH+]1C(CCCC1)CCC 1-ethyl-2-propylpiperidinium methanesulfonate